cis-p-menth-2-en-1-ol CC(C)[C@@H]1CC[C@@](C=C1)(C)O